dibutyldithio-carbamate C(CCC)N(C([S-])=S)CCCC